Cl\C(=C/[C@@H]1C([C@@H]1C(=O)OCC1=C(C(=C(C(=C1Br)F)C)F)Br)(C)C)\C(F)(F)F 2,6-dibromo-3,5-difluoro-4-methylbenzyl (1RS)-cis-3-[(Z)-2-chloro-3,3,3-trifluoro-1-propenyl]-2,2-dimethylcyclopropanecarboxylate